4-[difluoro(n-propyl)silyl]butanenitrile F[Si](CCCC#N)(CCC)F